3-(oxazol-4-ylmethyl)imidazo[1,2-a]pyridine-6-carboxylate O1C=NC(=C1)CC1=CN=C2N1C=C(C=C2)C(=O)[O-]